(methyl)cytidine C[C@@]1([C@H](O)[C@H](O)[C@@H](CO)O1)N1C(=O)N=C(N)C=C1